tert-Butyl (2S,5R)-4-benzyl-2,5-diethylpiperazine-1-carboxylate C(C1=CC=CC=C1)N1C[C@@H](N(C[C@H]1CC)C(=O)OC(C)(C)C)CC